5-((3-((1R,3S,5R)-3-(3,5-difluorophenyl)-2-azabicyclo[3.1.0]hexane-2-carbonyl)bicyclo[1.1.1]pent-1-yl)methoxy)pyrazine-2-carbonitrile FC=1C=C(C=C(C1)F)[C@H]1N([C@@H]2C[C@@H]2C1)C(=O)C12CC(C1)(C2)COC=2N=CC(=NC2)C#N